N1[C@H](CC=CC1)C=1C=NC=CC1 |r| (±)-1,2,3,6-tetrahydro-2,3'-bipyridine